(1S,2R,3S,4R,5S)-4-(2-chloro-6-((2,2-difluoroethyl)amino)-9H-purin-9-yl)-1-(fluoromethyl)bicyclo[3.1.0]Hexane-2,3-diol ClC1=NC(=C2N=CN(C2=N1)[C@H]1[C@@H]([C@@H]([C@@]2(C[C@H]12)CF)O)O)NCC(F)F